C12(CC(C1)C2)N2N=NC(=C2)[C@H](C2=C1C=CN=C(C1=CC=C2)OC)NC=2C=C1C(=C(C=NC1=C(C2)Cl)C#N)NCC(C)(C)C (S)-6-(((1-(bicyclo[1.1.1]pentan-1-yl)-1H-1,2,3-triazol-4-yl)(1-methoxyisoquinolin-5-yl)methyl)amino)-8-chloro-4-(neopentylamino)quinoline-3-carbonitrile